8-fluoro-2-((pyridin-2-ylamino)methyl)indolo[2,1-b]quinazoline-6,12-dione trifluoroacetate salt FC(C(=O)O)(F)F.FC=1C=C2C(C3=NC4=CC=C(C=C4C(N3C2=CC1)=O)CNC1=NC=CC=C1)=O